COC1=C(C=C(C=C1)C1=CC=C(S1)CC1=C(OC=C1)C(=O)N)C ((5-(4-methoxy-3-methylphenyl)thiophen-2-yl)methyl)furan-2-carboxamide